ethyl 3,3-difluoro-2-phenylpropionate FC(C(C(=O)OCC)C1=CC=CC=C1)F